ClC1=CC=C(O[C@H](C(=O)NOCC=2N=C(N(C2)C(=O)OC(C)(C)C)C)C)C=C1 tert-butyl 4-({[(2S)-2-(4-chlorophenoxy)propanamido]oxy}methyl)-2-methyl-1H-imidazole-1-carboxylate